C(C)(C)(C)C1=CC2=C(C3=CC=CC=C3C(=C2C=C1)C1=CC(=CC(=C1)C1=CC=CC=C1)C1=CC=CC=C1)C1=CC(=CC(=C1)C1=CC=CC=C1)C1=CC=CC=C1 2-tert-butyl-9,10-bis(3,5-diphenyl-phenyl)anthracene